C(C1=CC=CC=C1)OC1=NC(=CC(=C1[N+](=O)[O-])CO)C (2-(benzyloxy)-6-methyl-3-nitropyridin-4-yl)methanol